NC1=NC(N(C=C1)[C@@H]1O[C@@H]([C@H]([C@H]1OCCS)O)CO)=O 4-amino-1-((2R,3R,4R,5R)-4-hydroxy-5-(hydroxymethyl)-3-(2-mercaptoethoxy)tetrahydrofuran-2-yl)pyrimidin-2(1H)-one